1-{1-[5-chloro-1-(1-cyclopropyl-1H-pyrazol-4-yl)-1H-indazol-6-yl]piperidin-4-yl}azetidin-3-ol ClC=1C=C2C=NN(C2=CC1N1CCC(CC1)N1CC(C1)O)C=1C=NN(C1)C1CC1